(S)-1-(2-((1-hydroxybutan-2-yl)amino)pyridin-4-yl)-1H-imidazole-4-carboxylic acid methyl ester COC(=O)C=1N=CN(C1)C1=CC(=NC=C1)N[C@H](CO)CC